4-(tert-butoxy)-2-methylpyrrolidine-1-carboxylic acid benzyl ester C(C1=CC=CC=C1)OC(=O)N1C(CC(C1)OC(C)(C)C)C